N(=[N+]=[N-])CC1CCC(CC1)N=S(=O)(CC)CC ((4-(azidomethyl)cyclohexyl)imino)diethyl-λ6-sulfanone